N(=[N+]=[N-])C(C(=O)OC)=CC1=C(C(=CC=C1)Cl)OC methyl 2-azido-3-(3-chloro-2-methoxyphenyl)acrylate